FC1CC(N(C1)C(C(C)(C)O)=O)C(=O)NC(C1=CC=CC=C1)C1=CC(=C(C=C1)C(C)C)F 4-fluoro-N-{[3-fluoro-4-(prop-2-yl)phenyl](phenyl)methyl}-1-(2-hydroxy-2-methylpropanoyl)pyrrolidine-2-carboxamide